ClC=1C=C(C=C(C1)NS(=O)(=O)C)NC(=O)C1=CN(C(=C1)C1CC1)C1=NC=C(C=N1)F N-(3-chloro-5-(methylsulfonamido)phenyl)-5-cyclopropyl-1-(5-fluoropyrimidin-2-yl)-1H-pyrrole-3-carboxamide